C(CCC(C(C([2H])([2H])[2H])([2H])[2H])([2H])[2H])OC1=NSN=C1C=1CN(CCC1)C 3-((hexyl-4,4,5,5,6,6,6-d7)oxy)-4-(1-methyl-1,2,5,6-tetrahydropyridin-3-yl)-1,2,5-thiadiazole